C1(=CC=CC=C1)N(C(=O)OC1CC(C1)NC1=NC=C(C=C1)[N+](=O)[O-])C1=NC(=NS1)SCC (1r,3r)-3-((5-nitropyridin-2-yl)amino)cyclobutan-1-ol phenyl-(3-ethylsulfanyl-1,2,4-thiadiazol-5-yl)carbamate